C(C)OC(C(C(=O)OCC)C(C)C1OCCCC1)=O.ClC(SN1C(C=2C(C1=O)=CC=CC2)=O)(Cl)Cl N-(trichloromethyl-thio)phthalimide (±)-Diethyl-2-(1-(tetrahydro-2H-pyran-2-yl)ethyl)malonate